C(C)(C)(C)N1CCC2(CC1)/C(/C1=CC(=CC(=C1C2)F)F)=N/[S@](=O)C(C)(C)C tert-butyl-(1Z)-1-[(R)-tert-butylsulfinyl]imino-4,6-difluoro-spiro[indane-2,4'-piperidine]